2,3-dimethyl-terephthalaldehyde CC1=C(C=O)C=CC(=C1C)C=O